2-((1r,4r)-4-(2-(4-(6-(2,6-dioxopiperidin-3-yl)pyridin-3-yl)piperazin-1-yl)ethyl)cyclohexyl)-N-(imidazo[1,2-b]pyridazin-3-yl)-6-methoxy-2H-indazole-5-carboxamide formate C(=O)O.O=C1NC(CCC1C1=CC=C(C=N1)N1CCN(CC1)CCC1CCC(CC1)N1N=C2C=C(C(=CC2=C1)C(=O)NC1=CN=C2N1N=CC=C2)OC)=O